dithiainide S1S[C-]=CC=C1